1-(4-(2,6-dioxopiperidin-3-yl)-3,5-difluorophenyl)azetidin-3-yl((R)-2,3-dihydro-1H-inden-1-yl) carbamate C(N)(O[C@]1(CCC2=CC=CC=C12)C1CN(C1)C1=CC(=C(C(=C1)F)C1C(NC(CC1)=O)=O)F)=O